methyl 4-(5-chloro-6-methoxythieno[3,2-b]pyridin-2-yl)-4-oxobutanoate ClC1=C(C=C2C(=N1)C=C(S2)C(CCC(=O)OC)=O)OC